(5,6-difluoro-1H-indol-3-yl)-5-oxo-1-[[4-(trifluoromethyl)phenyl]methyl]-4H-1,2,4-triazole-3-carboxamide FC=1C=C2C(=CNC2=CC1F)N1C(=NN(C1=O)CC1=CC=C(C=C1)C(F)(F)F)C(=O)N